FC1=C(C=C(C(=C1)F)C1=NC=NC2=CC(=CC=C12)N1CCOCC1)C(O)C1=NC=C(C=C1)OC [2,4-Difluoro-5-(7-morpholin-4-yl-quinazolin-4-yl)-phenyl]-(5-methoxy-pyridin-2-yl)methanol